CC=1C(C2=C(N1)SC1=C2C=CC=C1)(C)C 2,3,3-trimethyl-3H-benzo[4,5]thieno[2,3-b]pyrrole